C(C)NCCN1CCN(CC1)CCNCC N,N'-bis(2-ethylaminoethyl)-piperazine